ClCC1=NC2=CC=C(C=C2C(=N1)C)F 2-(chloromethyl)-6-fluoro-4-methylquinazoline